(S)-(methyl 4,4-difluoro-1-(2-fluoroethyl)-3-methylpiperidine-3-carboxylate) C[C@@H]1N(CCC(C1(C(=O)[O-])C)(F)F)CCF